ClC1=C(C=C(C=C1)F)C1NC(C2=C1C(=CC1=C(N(N=C21)C)CC2CC2)NC(C2=CC(=CC(=C2)C(F)(F)F)F)=O)=O N-(6-(2-chloro-5-fluorophenyl)-3-(cyclopropylmethyl)-2-methyl-8-oxo-2,6,7,8-tetrahydropyrrolo[3,4-g]indazol-5-yl)-3-fluoro-5-(trifluoromethyl)benzamide